FC=1C=CC=C2C(CCN(C12)C(C=C)=O)N1C(N(C2=NC(=NC=C2C1)NC1=CC=C(C=C1)N1CCN(CC1)C)C)=O 3-(8-fluoro-1-prop-2-enoyl-3,4-dihydro-2H-quinolin-4-yl)-1-methyl-7-[4-(4-methylpiperazin-1-yl)anilino]-4H-pyrimido[4,5-d]pyrimidin-2-one